C(C1=CC=CC=C1)OC[C@@H]1COCCC(N1)=O (S)-3-((benzyloxy)methyl)-1,4-oxazepan-5-one